BrC=1C=CC=2C3(C4=CC=C(C=C4OC2C1)Br)C1=CC=CC=C1C=1C=CC=CC13 3',6'-dibromospiro[fluorene-9,9'-xanthene]